ClC(C(Cl)(Cl)C1=CC=CC=C1)(C1=CC=CC=C1)Cl dichloro-diphenyl-dichloroethane